C1(=CC=CC=C1)C(C1=CC=CC=C1)=NC(C(=O)OCC)CCC1CC1 Ethyl 2-(diphenylmethyleneamino)-4-cyclopropyl-butyrate